IC=1C=C(C=CC1)/C=C/C(=O)NC=1C=CC2=C(C(=C(O2)C(=O)O)C)C1 (E)-5-(3-(3-iodophenyl)acrylamido)-3-methylbenzofuran-2-carboxylic acid